C1(=CC=CC=C1)\C=C(/CC)\[C@H]1[C@@H](C1)N (1r,2s)-2-((E)-1-phenylbut-1-en-2-yl)cyclopropane-1-amine